N[C@H](C(=O)[O-])CCCC (S)-2-aminocaproate